C[Si](C)(C)N(C=1C=C(C=CC1)[Mg]Cl)[Si](C)(C)C (3-(bis(trimethylsilyl)amino)phenyl)magnesium chloride